COC(CCC(=O)NC1=C(C(=O)OC)C=C(C=C1)C)=O methyl 2-(4-methoxy-4-oxobutanamido)-5-methylbenzoate